N-[2,5-difluoro-4-(trifluoromethyl)phenyl]-5-(3-oxocyclopenten-1-yl)-1H-pyrrole-3-sulfonamide FC1=C(C=C(C(=C1)C(F)(F)F)F)NS(=O)(=O)C1=CNC(=C1)C1=CC(CC1)=O